C1(=CC=CC=C1)[P+](C1=C(C=CC=C1)C(C)=O)(C1=CC=CC=C1)C1=CC=CC=C1 triphenyl-(o-acetylphenyl)phosphonium